N-[(2E)-3-{[4-(3,3-difluoropyrrolidin-1-yl)phenyl](imino)oxo-λ6-sulfanyl}prop-2-en-1-yl]-3-oxo-2,3,5,6,7,8-hexahydroisoquinoline-4-carboxamide FC1(CN(CC1)C1=CC=C(C=C1)S(/C=C/CNC(=O)C=1C(NC=C2CCCCC12)=O)(=O)=N)F